3-chloro-4-fluoro-2-[4-(4-methyl-1,2,4-triazol-3-yl)piperazin-1-yl]benzonitrile ClC=1C(=C(C#N)C=CC1F)N1CCN(CC1)C1=NN=CN1C